Furan-2-ylmethyl-[1-(tetrahydro-pyran-4-yl)-piperidin-4-yl]amine O1C(=CC=C1)CNC1CCN(CC1)C1CCOCC1